ClC=1C(=C(C=CC1)C(N1C(CC(CC1)(C(=O)O)CC1=NC(=CC=C1F)NC=1SC=CN1)C)([2H])[2H])F 1-((3-chloro-2-fluorophenyl)methyl-d2)-4-((3-fluoro-6-(thiazol-2-ylamino)pyridin-2-yl)methyl)-2-methylpiperidine-4-carboxylic acid